N1=C(N=CC=C1)CC(=O)N1CCC2(C(C2)CNC(=O)N2CC=3C=NC=CC3C2)CC1 N-[[6-(2-pyrimidin-2-ylacetyl)-6-azaspiro[2.5]octan-2-yl]methyl]-1,3-dihydropyrrolo[3,4-c]pyridine-2-carboxamide